4-((5-(1,6-dimethyl-1H-pyrazolo[3,4-b]pyridin-4-yl)-7,7-dimethyl-4,5,6,7-tetrahydro-2H-pyrazolo[4,3-c]pyridin-2-yl)methyl)bicyclo[2.2.2]octan-1-amine CN1N=CC=2C1=NC(=CC2N2CC=1C(C(C2)(C)C)=NN(C1)CC12CCC(CC1)(CC2)N)C